methyl 4-(4-(2,6-dichlorophenoxy)piperidin-1-yl)benzoate Methyl-4-bromobenzoate COC(C1=CC=C(C=C1)Br)=O.ClC1=C(OC2CCN(CC2)C2=CC=C(C(=O)OC)C=C2)C(=CC=C1)Cl